(S)-2-((4-(1-(4-chloro-2-fluorophenylethyl)-6-oxo-1,6-dihydropyridazin-3-yl)piperazin-1-yl)methyl)-1-(oxetan-2-ylmethyl)-1h-benzo[d]imidazole-6-carboxylic acid ClC1=CC(=C(C=C1)CCN1N=C(C=CC1=O)N1CCN(CC1)CC1=NC2=C(N1C[C@H]1OCC1)C=C(C=C2)C(=O)O)F